ethyl 4-bromo-2-methyl-5-((2-(trifluoromethyl)pyridin-3-yl)methoxy)benzofuran-3-carboxylate BrC1=C(C=CC2=C1C(=C(O2)C)C(=O)OCC)OCC=2C(=NC=CC2)C(F)(F)F